CC=1N=CC(=NC1)[C@@H](C)NC(C1=CC(=CC(=C1)C=1SC(=CN1)C)OC1=CC(=NC=C1)C)=O N-[(1R)-1-(5-Methylpyrazin-2-yl)ethyl]-3-[(2-methylpyridin-4-yl)oxy]-5-(5-methyl-1,3-thiazol-2-yl)benzamide